B1(OC(C(O1)(C)C)(C)C)C2=CC(=NC=C2)C(=O)N(C)C N,N-dimethyl-4-(4,4,5,5-tetramethyl-1,3,2-dioxaborolan-2-yl)picolinamide